N-((3R)-4-chloro-2,3-dihydro-1-benzofuran-3-yl)-1-(((3S)-1-((3-cyano-1-azetidinyl)sulfonyl)-3-piperidinyl)carbonyl)-D-prolinamide ClC1=CC=CC2=C1[C@H](CO2)NC([C@@H]2N(CCC2)C(=O)[C@@H]2CN(CCC2)S(=O)(=O)N2CC(C2)C#N)=O